C[C@@](COC1=C(C=CC(=C1)C#N)C(F)(F)F)(C#N)NC(=O)C2=CC=C(C=C2)SC(F)(F)F The molecule is a secondary carboxamide resulting from the formal condensation of the carboxy group of p-[(trifluoromethyl)sulfanyl]benzoic acid with the amino group of (2S)-2-amino-3-hydroxy-2-methylpropanenitrile in which the hydroxy group has been converted to the corresponding 5-cyano-2-(trifluoromethyl)phenyl ether. A broad-spectrum nematicide, it is used to control gastrointestinal roundworms in sheep and goats. It has a role as an anthelminthic drug and a nematicide. It is a nitrile, an aryl sulfide, an aromatic ether, a member of (trifluoromethyl)benzenes and a secondary carboxamide.